tert-butyl 4-((3R)-10-chloro-11-(2,4-difluorophenyl)-3-methoxy-6-oxo-3,4-dihydro-2H,6H-[1,4]thiazepino[2,3,4-ij]quinazolin-8-yl)piperazine-1-carboxylate ClC=1C=C2C(=NC(N3C2=C(C1C1=C(C=C(C=C1)F)F)SC[C@@H](C3)OC)=O)N3CCN(CC3)C(=O)OC(C)(C)C